(R)-5-((3-fluoro-4-(4-(pyrrolidin-3-ylmethyl)piperazine-1-yl)phenyl)amino)-3-((R)-3-(3-methyl-2-oxoimidazolin-1-yl)piperidin-1-yl)-1,2,4-Triazine-6-carboxamide FC=1C=C(C=CC1N1CCN(CC1)C[C@H]1CNCC1)NC=1N=C(N=NC1C(=O)N)N1C[C@@H](CCC1)N1C(N(CC1)C)=O